NCC(=O)NCC(=O)N[C@H](C(=O)NCC(=O)NCC1=CC=C(C=C1)COC1=CC=C(C=C1)NC(=O)NCC=1C=C2CN(C(C2=CC1)=O)C1C(NC(CC1)=O)=O)CC1=CC=CC=C1 (2S)-2-(2-(2-aminoacetamido)acetamido)-N-(2-((4-((4-(3-((2-(2,6-dioxopiperidin-3-yl)-1-oxoisoindolin-5-yl)methyl)ureido)phenoxy)methyl)benzyl)amino)-2-oxoethyl)-3-phenylpropanamide